tert-butyl (5-ethynylpyridin-2-yl)(methyl)carbamate C(#C)C=1C=CC(=NC1)N(C(OC(C)(C)C)=O)C